9-propylpurine C(CC)N1C2=NC=NC=C2N=C1